octadecanedioic acid 1-tert-butyl 18-(2,5-dioxopyrrolidin-1-yl) ester O=C1N(C(CC1)=O)OC(CCCCCCCCCCCCCCCCC(=O)OC(C)(C)C)=O